3,4-dichloro-N-{2-[(4,6-dimethoxypyrimidin-2-yl)oxy]benzyl}anilin ClC=1C=C(NCC2=C(C=CC=C2)OC2=NC(=CC(=N2)OC)OC)C=CC1Cl